FC(C(C(F)(F)OC(C(=C)F)=O)(F)F)CC(F)(F)F octafluoropentyl-alpha-fluoroacrylate